N=1N=C(NC1)COC1=CN=C(C=C1C=O)OC 5-((4H-1,2,4-triazol-3-yl)methoxy)-2-methoxyisonicotinaldehyde